C1(=C(C=CC=C1)NC(=S)NC1=C(C=CC=C1)C)C N,N'-Diortho-tolylthiourea